C(C)(C)(C)NC(=O)N1CC=2N(CC1)C(=C(C2C(=O)N)C2=CC=C(C=C2)OC2=CC=CC=C2)C2CC2 N2-tert-butyl-6-cyclopropyl-7-(4-phenoxyphenyl)-3,4-dihydropyrrolo[1,2-a]pyrazine-2,8(1H)-dicarboxamide